C(C)(C)C1CCC(CC1)N1CCC(CC1)N1C(=CC2=CC=CC=C12)CC syn-2-(1-(1-(4-isopropylcyclohexyl)piperidin-4-yl)-1H-indol-2-yl)ethan